(1S,2s)-N-(4-((2-((tert-butyldimethylsilyl)oxy)ethyl)((6-cyclopropylimidazo[1,2-a]pyridin-2-yl)methyl)amino)pyridin-2-yl)-2-(4-chloropyridin-2-yl)cyclopropane-1-carboxamide [Si](C)(C)(C(C)(C)C)OCCN(C1=CC(=NC=C1)NC(=O)[C@@H]1[C@H](C1)C1=NC=CC(=C1)Cl)CC=1N=C2N(C=C(C=C2)C2CC2)C1